COC(CC1(CCNCC1)OC)OC 4-(2,2-dimethoxyethyl)-4-methoxypiperidine